FC1=C(N=CC2=C1N=C(N=C2N2C[C@@H]([C@@H](CC2)C(=O)OCC)O)OCC21CCCN1CCC2)C2=CC=CC1=CC=CC(=C21)F ethyl (3R,4R)-1-(8-fluoro-7-(8-fluoronaphthalen-1-yl)-2-((tetrahydro-1H-pyrrolizin-7a(5H)-yl)methoxy)pyrido[4,3-d]pyrimidin-4-yl)-3-hydroxypiperidine-4-carboxylate